[1-[4-[tert-butoxycarbonyl(methyl)amino]cyclohexyl]triazol-4-yl]boronic acid C(C)(C)(C)OC(=O)N(C1CCC(CC1)N1N=NC(=C1)B(O)O)C